1-[(5-chloro-3-pyridinyl)methyl]-6-(4-fluoro-3-methyl-phenyl)-3-methyl-imidazo[4,5-b]pyridin-2-one ClC=1C=C(C=NC1)CN1C(N(C2=NC=C(C=C21)C2=CC(=C(C=C2)F)C)C)=O